1-[2-[4-(2-chlorophenyl)-2-oxo-chromen-7-yl]oxypropanoyl]piperidine-3-sulfonic acid ClC1=C(C=CC=C1)C1=CC(OC2=CC(=CC=C12)OC(C(=O)N1CC(CCC1)S(=O)(=O)O)C)=O